COC=1C=CC(N(C1)C=1C=NC(=CC1)N[C@@H]1C[C@H](CC1)NC=1N=NC(=CN1)C)=O 5-Methoxy-6'-(((1S,3S)-3-((6-methyl-1,2,4-triazin-3-yl)amino)cyclopentyl)amino)-2H-[1,3'-bipyridin]-2-one